3-Bromo-6-methoxy-2,4-dimethylpyridine BrC=1C(=NC(=CC1C)OC)C